[N+](=[N-])=C(C(=O)OC)C(=O)[O-] methyl diazomalonate